CN1N=C(C(=C1O[C@@H](CN(C(C(F)(F)F)=O)CC)C)C=1C=C2C(=CN1)N(N=C2C=C)C2OCCCC2)C N-[(2R)-2-[2,5-dimethyl-4-(1-tetrahydropyran-2-yl-3-vinyl-pyrazolo[3,4-c]pyridin-5-yl)pyrazol-3-yl]oxypropyl]-N-ethyl-2,2,2-trifluoro-acetamide